5-[o-(trifluoromethyl)phenyl]-1,2-dihydro-3H-pyrazol-3-one FC(C1=C(C=CC=C1)C1=CC(NN1)=O)(F)F